ClC1=CC=2C(=NC=CC2)N1C(C)C chloro-1-isopropyl-1H-pyrrolo[2,3-b]pyridine